fluoranthene-8-yl-boric acid C1=CC=C2C=CC=C3C4=CC(=CC=C4C1=C23)OB(O)O